7-(5-amino-6-((2-aminopyridin-4-yl)methoxy)pyrazin-2-yl)-N,2-dimethyl-1,2,3,4-tetrahydroisoquinoline-5-amine NC=1N=CC(=NC1OCC1=CC(=NC=C1)N)C=1C=C(C=2CCN(CC2C1)C)NC